2,3-dibromo-7-iodo-2,3-dihydro-1-benzofuran BrC1OC2=C(C1Br)C=CC=C2I